Cl.CN(CC(=O)N1C=C(C2=CC=CC=C12)CCN(C)C)C 2-(Dimethylamino)-1-(3-(2-(dimethylamino)ethyl)-1H-indol-1-yl)ethan-1-one hydrochloride